[Li].CNCC(=O)O n-methylglycine lithium